C[C@@]12CCC[C@H]1[C@@H]1CCC3=CCCCC3=C1CC2 estra-4,9-dien